C(C)(C)OC1=NC(=NC=C1)NC1=C(C=NN1C)C1=NC=C(C(=N1)C)OC1CCCCC1 (1S,3S)-3-((2-(5-((4-Isopropoxypyrimidin-2-yl)amino)-1-methyl-1H-pyrazol-4-yl)-4-methylpyrimidin-5-yl)oxy)cyclohexan